3-((2-Methylquinolin-8-yl)oxy)-1-((tetrahydro-2H-pyran-4-yl)methyl)-1H-pyrrole-2,5-dione CC1=NC2=C(C=CC=C2C=C1)OC=1C(N(C(C1)=O)CC1CCOCC1)=O